(S)-4-((2-acetamidoethyl)(4-(5,6,7,8-tetrahydro-1,8-naphthyridin-2-yl)butyl)amino)-2-((6-(pyridin-4-yl)pyrazin-2-yl)amino)butanoic acid C(C)(=O)NCCN(CC[C@@H](C(=O)O)NC1=NC(=CN=C1)C1=CC=NC=C1)CCCCC1=NC=2NCCCC2C=C1